4-dimethoxyphosphoryl-3-methyl-cinnoline COP(=O)(OC)C1=C(N=NC2=CC=CC=C12)C